C(C1=CC(=NC=C1C([2H])([2H])[2H])C1=CC=C(C=C1)C([2H])([2H])[2H])([2H])([2H])[2H] 4,5-bis(methyl-d3)-2-(4-(methyl-d3)phenyl)pyridine